7-methoxy-3,4-dihydro-2H-benzoxepin-5-one COC=1C=CC2=C(C(CCCO2)=O)C1